bis(4-acryloxyethoxy-3,5-dibromophenyl) sulfone C(C=C)(=O)OCCOC1=C(C=C(C=C1Br)S(=O)(=O)C1=CC(=C(C(=C1)Br)OCCOC(C=C)=O)Br)Br